O1N=[C-]OC1 1,4,2-dioxazolid